N-tetradecyl-ethanolamine C(CCCCCCCCCCCCC)NCCO